O[C@H]1[C@H]([C@H]2CC[C@@H](C1)N2C(=O)OC(C)(C)C)NC(C2=CC=CC=C2)(C2=CC=CC=C2)C2=CC=CC=C2 |r| tert-butyl rac-(1R,2S,3R,5S)-3-hydroxy-2-(tritylamino)-8-azabicyclo[3.2.1]octane-8-carboxylate